(4Z)-4-[(5-isopropyl-4-methyl-thiazol-2-yl)hydrazono]-5-phenyl-2-(4-phenylthiazol-2-yl)pyrazol-3-one C(C)(C)C1=C(N=C(S1)N\N=C\1/C(N(N=C1C1=CC=CC=C1)C=1SC=C(N1)C1=CC=CC=C1)=O)C